N-((S)-3-(3,4-dihydroisoquinolin-2(1H)-yl)-2-hydroxypropyl)-6-(1-((R)-tetrahydrofuran-3-yl)-1H-pyrazol-4-yl)imidazo[1,2-a]pyridine-2-carboxamide C1N(CCC2=CC=CC=C12)C[C@H](CNC(=O)C=1N=C2N(C=C(C=C2)C=2C=NN(C2)[C@H]2COCC2)C1)O